FC1=C(C=C(C=C1)F)C(C(C(=O)O)C)(CN1N=CN=C1)O 3-(2,5-difluorophenyl)-3-hydroxy-2-methyl-4-(1H-1,2,4-triazole-1-yl)butyric acid